(1-(decyloxy)prop-1-en-2-yl)benzene C(CCCCCCCCC)OC=C(C)C1=CC=CC=C1